ClC=1C=CC(=C(C1)NS(=O)(=O)C=1C=C(C(=O)OC)C=CC1CC)N1CCC(CC1)(F)F methyl 3-(N-(5-chloro-2-(4,4-difluoropiperidin-1-yl) phenyl) sulfamoyl)-4-ethylbenzoate